OC(=O)C(F)(F)F.C(C)N(C1=C(C(=NC=N1)NCC1(C(CNCC1)O)O)F)CC1=CC=C(C=C1)C(F)(F)F 4-(((6-(Ethyl(4-(trifluoromethyl)benzyl)amino)-5-fluoropyrimidin-4-yl)amino)methyl)piperidine-3,4-diol TFA salt